C(C1CO1)C1=CC=CC2=CC(=CC=C12)CC1CO1 1,6-diglycidylnaphthalene